2,2,2-Tris(4-fluorophenyl)-N-hydroxyacetamidine FC1=CC=C(C=C1)C(C(=N)NO)(C1=CC=C(C=C1)F)C1=CC=C(C=C1)F